CN1C=NC(=C1)C(C)N 1-(1-methylimidazol-4-yl)ethylamine